2-(6-{5-chloro-2-[(oxacyclohex-4-yl)amino]pyrimidin-4-yl}-1-oxo-2,3-dihydro-1H-isoindol-2-yl)-N-[(1S)-1-(2-fluoro-3-methoxyphenyl)-2-hydroxyethyl]acetamide ClC=1C(=NC(=NC1)NC1CCOCC1)C1=CC=C2CN(C(C2=C1)=O)CC(=O)N[C@H](CO)C1=C(C(=CC=C1)OC)F